N-(6-((3'-amino-8-chloro-6'-fluoro-1,5-dioxo-1,2',3',5-tetrahydro-2H-spiro[imidazo[1,5-a]pyridin-3,1'-inden]-6-yl)amino)pyrimidin-4-yl)cyclopropanecarboxamide NC1CC2(C3=CC(=CC=C13)F)NC(C=1N2C(C(=CC1Cl)NC1=CC(=NC=N1)NC(=O)C1CC1)=O)=O